ClC=1C=C(C=NC1N1CCNCC1)C#CCCN 4-(5-chloro-6-piperazin-1-yl-3-pyridyl)but-3-yn-1-amine